C(C)C=1SC(=C(N1)C1=CC(=CC=C1)C)C1=CC(=NC=C1)NC(C1=CC=CC=C1)=O N-[4-[2-ethyl-4-(3-methylphenyl)-1,3-thiazol-5-yl]pyridin-2-yl]benzamid